C12CN(CC(CC1)O2)C2=CC=CC(=N2)C2=NC1=CC(=NC=C1C=C2)CNC(C2=CC(=C(C=C2)C2CC2)S(=O)(=O)C)=O N-((2-(6-(8-oxa-3-azabicyclo[3.2.1]octan-3-yl)pyridin-2-yl)-1,6-naphthyridin-7-yl)methyl)-4-cyclopropyl-3-(methylsulfonyl)benzamide